ClC1=C(C=CC(=C1)S(=O)(=O)C)C=1C=NC(=NC1)C1CN(C1)C(=O)N1C[C@H](CC1)C(=O)N (3S)-1-[3-[5-(2-chloro-4-methylsulfonyl-phenyl)pyrimidin-2-yl]azetidine-1-carbonyl]pyrrolidine-3-carboxamide